butyl (trans-3-aminocyclobutyl)(methyl)carbamate N[C@@H]1C[C@H](C1)N(C(OCCCC)=O)C